S1C2=C(C=C1C(C#N)(C=O)C(O)C1=CC(=CC=C1)Br)C=CC=C2 (benzo[b]thiophen-2-yl)-2-((3-bromophenyl)(hydroxy)methyl)-3-oxopropanenitrile